6-(2,4-Dimethylphenyl)-2-(3-methylpyridin-2-yl)-5,6,7,8-tetrahydrophthalazin-1(2H)-one CC1=C(C=CC(=C1)C)C1CC=2C=NN(C(C2CC1)=O)C1=NC=CC=C1C